tert-butyl (4R)-4-methyl-2-oxo-oxathiazolidine-3-carboxylate C[C@H]1N(S(OC1)=O)C(=O)OC(C)(C)C